C(C1CO1)OCCC[Si](OC)(OC)C γ-Glycidyloxypropylmethyldimethoxy-silan